O1C[C@@H](CC1)OC1=CC(=CC2=C1N=CS2)C(=O)O 4-[(3R)-oxolan-3-yloxy]-1,3-benzothiazole-6-carboxylic acid